(S)-N-(4-(4-amino-7-(5-cyano-1-methyl-1H-pyrrol-3-yl)-1-methyl-1H-pyrazolo[4,3-c]pyridin-3-yl)-2-(1-(4-fluorophenyl)ethoxy)phenyl)-1,1-difluoromethanesulfonamide NC1=NC=C(C2=C1C(=NN2C)C2=CC(=C(C=C2)NS(=O)(=O)C(F)F)O[C@@H](C)C2=CC=C(C=C2)F)C2=CN(C(=C2)C#N)C